[C@H]12CN(C[C@H](CC1)N2)C=2C1=C(N=C(N2)OC[C@H]2N(CCC2)C)C(=C(N=C1)C1=CC=CC2=CC=CC(=C12)C#C)F 4-((1R,5S)-3,8-diazabicyclo[3.2.1]octan-3-yl)-7-(8-ethynylnaphthalen-1-yl)-8-fluoro-2-(((S)-1-methylpyrrolidin-2-yl)methoxy)pyrido[4,3-d]pyrimidine